CC1=CC=C(C=C1)S(=O)(=O)O\N=C\1/C(=CC(C(=C1)C(C)C)=O)C [(Z)-(2-methyl-4-oxo-5-propan-2-ylcyclohexa-2,5-dien-1-ylidene)amino] 4-methylbenzenesulfonate